(4-(2-Methyl-5-(trifluoromethyl)phenyl)piperazin-1-yl)((1R,2S)-2-(3-(pentafluoro-λ6-sulfaneyl)phenyl)-cyclopropyl)methanone CC1=C(C=C(C=C1)C(F)(F)F)N1CCN(CC1)C(=O)[C@H]1[C@H](C1)C1=CC(=CC=C1)S(F)(F)(F)(F)F